2-(difluoromethoxy)-4-(5-(dimethylamino)-6-(((S*)-3-hydroxy-3-methylbutan-2-yl)oxy)pyrazolo[1,5-a]pyrimidin-3-yl)-N-((1R,2S)-2-fluorocyclopropyl)-6-methoxybenzamide FC(OC1=C(C(=O)N[C@H]2[C@H](C2)F)C(=CC(=C1)C=1C=NN2C1N=C(C(=C2)O[C@@H](C)C(C)(C)O)N(C)C)OC)F |o1:26|